C(C)C1=CC=C(C=C1)C=1C(=CC=CC1)C(=O)OC methyl 4'-ethyl[1,1'-biphenyl]-2-carboxylate